FC1(CN(C1)S(=O)(=O)C)C1=CC=CC(=N1)N1N=C(C=2C=NC(=CC21)CC(=O)N)C (1-(6-(3-fluoro-1-(methylsulfonyl)azetidin-3-yl)pyridin-2-yl)-3-methyl-1H-pyrazolo[4,3-c]pyridin-6-yl)acetamide